OC(=O)C(F)(F)F.N1C=C(C2=CC=CC=C12)N indol-3-amine TFA salt